C(C=CCCC)O 2-hexen-1-ol